2-((3,4-dimethylphenyl)ethynyl)-1,3-dithiane CC=1C=C(C=CC1C)C#CC1SCCCS1